N-(5-(6-(difluoromethyl)oxazolo[4,5-c]pyridin-2-yl)-8-(methylamino)-2,7-naphthyridin-3-yl)cyclopropanecarboxamide FC(C1=CC2=C(C=N1)N=C(O2)C2=C1C=C(N=CC1=C(N=C2)NC)NC(=O)C2CC2)F